(+)-(1S,2S,3S)-2,6,6-Trimethyl-bicyclo[3.1.1]heptane-3-spiro-2'-cyclohexen C[C@H]1[C@H]2C(C(C[C@@]13C=CCCC3)C2)(C)C